3-((S)-2-cinnamamido-3-cyclopropylpropionamido)-2-oxo-4-((S)-2-oxopyrrolidin-3-yl)butanamide C(C=CC1=CC=CC=C1)(=O)N[C@H](C(=O)NC(C(C(=O)N)=O)C[C@H]1C(NCC1)=O)CC1CC1